6-(4,4-difluoroazepan-1-yl)-4-methyl-N-(3-(S-methylsulfonimidoyl)phenyl)-[2,3-bipyridine]-5-carboxamide FC1(CCN(CCC1)C1=C(C(=CC(=N1)C=1C=NC=CC1)C)C(=O)NC1=CC(=CC=C1)S(=O)(=N)C)F